(S)-6-chloro-4-(cyclopropylethynyl)-3-methyl-7-((6-oxopyrimidin-1(6H)yl)methyl)-4-(trifluoromethyl)-3,4-dihydroquinazolin-2(1H)-one ClC=1C=C2[C@](N(C(NC2=CC1CN1C=NC=CC1=O)=O)C)(C(F)(F)F)C#CC1CC1